COC=1C=C(C=C(C1OC)OC)/C=C/C(=O)NCC(=O)OCC (E)-ethyl 2-(3-(3,4,5-trimethoxyphenyl)acrylamido)acetate